FC=1C=CC2=C(NC(=NS2(=O)=O)NCC2=CN=NC=C2)C1[C@H](C)C1=C(C=CC=C1)F (R)-6-fluoro-5-(1-(2-fluorophenyl)ethyl)-3-((pyridazin-4-ylmethyl)amino)-4H-benzo[e][1,2,4]thiadiazine 1,1-dioxide